C(C)OC(=O)C=1NC2=CC=C(C=C2C1)C1CC(OCC1)(C)C 5-(2,2-dimethyl-tetrahydro-2H-pyran-4-yl)1H-indole-2-carboxylic acid ethyl ester